S1C(=NC2=C1C=CC=C2)CN2CCN(CC2)C=2C=C(C=NC2C=2N=NNN2)NCC2CC2 5-[4-(1,3-benzothiazol-2-ylmethyl)piperazin-1-yl]-N-(cyclopropylmethyl)-6-(2H-tetrazol-5-yl)pyridin-3-amine